2-benzyl-4-chloro-4,4-difluoro-N-(8-fluoro-3-quinolyl)-2-methyl-butanamide C(C1=CC=CC=C1)C(C(=O)NC=1C=NC2=C(C=CC=C2C1)F)(CC(F)(F)Cl)C